N-(2-aminophenyl)-4-(3-(4-(((2-(4-(piperidine-1-carbonyl)phenyl)cyclopropyl)amino)methyl)piperidin-1-yl)propyl)benzamide TFA salt OC(=O)C(F)(F)F.NC1=C(C=CC=C1)NC(C1=CC=C(C=C1)CCCN1CCC(CC1)CNC1C(C1)C1=CC=C(C=C1)C(=O)N1CCCCC1)=O